tert-butyl {[(1r,4r)-4-acetylcyclohexyl]methyl}carbamate C(C)(=O)C1CCC(CC1)CNC(OC(C)(C)C)=O